tert-butyl 4-((2-bromo-4-((2,6-dioxopiperidin-3-yl)amino)phenoxy)methyl)-3,6-dihydropyridine-1(2H)-carboxylate BrC1=C(OCC=2CCN(CC2)C(=O)OC(C)(C)C)C=CC(=C1)NC1C(NC(CC1)=O)=O